FC1=CC=C(C=C1)NC1=C(C=C(S1)C(=O)OCC)[N+](=O)[O-] ethyl 5-((4-fluorophenyl)amino)-4-nitrothiophene-2-carboxylate